3-(4-phenylbutyl)oxetan-3-ol C1(=CC=CC=C1)CCCCC1(COC1)O